CC(CC(C)C)N=C1C=CC(C=C1)C(=O)NC1=CC=CC=C1 4-(1,3-dimethylbutyl)imino-2,5-cyclohexadienanilide